C(C)[N+]1(C2C3OC3C1CCC2)C 9-ethyl-9-methyl-3-oxa-9-azonia-tricyclo[3.3.1.02,4]nonane